C[As]([O-])(=O)[O-].[Na+].[Na+] disodium methanarsonate